ClC1=NC(=C(C2=CC3=C(C=C12)N(N=C3)C3OCCCC3)C3=CC(=NC=C3)C)C3CCOCC3 8-chloro-5-(2-methyl-4-pyridyl)-1-tetrahydropyran-2-yl-6-tetrahydropyran-4-yl-pyrazolo[4,3-g]isoquinoline